ethyl-2-[p-(p-chlorophenoxy) benzoylamino]-5,5-dimethyl-3-hexenoate C(C)OC(C(C=CC(C)(C)C)NC(C1=CC=C(C=C1)OC1=CC=C(C=C1)Cl)=O)=O